FC=1C=C(OC2=CC=C3CCN(CC3=C2)C(=O)C2CCNCC2)C=CC1C(F)(F)F (7-(3-fluoro-4-(trifluoro-methyl)phenoxy)-3,4-dihydroisoquinolin-2(1H)-yl)(piperidin-4-yl)-methanone